2-((S)-2,2-dimethylcyclopropanecarbonyl)-2,6-diazaspiro[3.4]Octane-8-carboxamide methyl-butyrate COC(CCC)=O.CC1([C@H](C1)C(=O)N1CC2(C1)CNCC2C(=O)N)C